CC1(CN(C=2C1=NC(=CC2)C#C[Si](C)(C)C)C2=NC(=NC=C2)NC=2C(=CC(=C(C2)NC(C=C)=O)N(C)CCN(C)C)OC)C N-(5-((4-(3,3-dimethyl-5-((trimethylsilyl)ethynyl)-2,3-dihydro-1H-pyrrolo[3,2-b]Pyridin-1-yl)pyrimidin-2-yl)amino)-2-((2-(dimethylamino)ethyl)(methyl)amino)-4-methoxyphenyl)acrylamide